tert-butyl 3-[2-[2-(2-aminoimidazol-1-yl)ethoxy]-7-(8-chloro-1-naphthyl)-8-fluoro-pyrido[4,3-d]pyrimidin-4-yl]-3,8-diazabicyclo[3.2.1]octane-8-carboxylate NC=1N(C=CN1)CCOC=1N=C(C2=C(N1)C(=C(N=C2)C2=CC=CC1=CC=CC(=C21)Cl)F)N2CC1CCC(C2)N1C(=O)OC(C)(C)C